2-(3-methoxy-4-tetrahydropyranyloxyphenyl)-3,5,7-tritetrahydropyranyloxyquinolin-4-one COC=1C=C(C=CC1OC1OCCCC1)C1=NC2=CC(=CC(=C2C(C1OC1OCCCC1)=O)OC1OCCCC1)OC1OCCCC1